3-(8-(methylthio)-5,5-dioxido-10-phenyl-1,10,11,11a-tetrahydro-3H-spiro[benzo[f]pyrrolo[1,2-b][1,2,5]thiadiazepine-2,1'-cyclopropan]-7-yl)benzoic acid CSC=1C(=CC2=C(N(CC3N(S2(=O)=O)CC2(CC2)C3)C3=CC=CC=C3)C1)C=1C=C(C(=O)O)C=CC1